C(C)(C)(C)OC(=O)N1C(=CC=C1)C=1C=C(C=CC1)[C@@H](CN1CC2(C1)CN(CC2)C(=O)OCC2=CC=CC=C2)CC(=C=O)OC benzyl (S)-2-(2-(3-(1-(tert-butyloxycarbonyl)-1H-pyrrol-2-yl)phenyl)-4-methoxy-4-carbonylbutyl)-2,6-diazaspiro[3.4]octane-6-carboxylate